hydroxyethylenediphosphonic acid sodium salt [Na+].OC(CP([O-])([O-])=O)P([O-])([O-])=O.[Na+].[Na+].[Na+]